5-hydroxy-2-[3-(1-hydroxyethyl)-6-[5-[(6-methylpyridazin-3-yl)amino]benzimidazol-1-yl]-2-pyridyl]benzonitrile OC=1C=CC(=C(C#N)C1)C1=NC(=CC=C1C(C)O)N1C=NC2=C1C=CC(=C2)NC=2N=NC(=CC2)C